CC1N(CC1)S(=O)(=O)Cl Methylazetidine-1-sulfonyl chloride